P(=O)(OCN(C1=C(C(=CC=C1)C1=NN(C=N1)C)OC)C1=C(N=NC(=C1)NC(=O)C1CC1)C(NC([2H])([2H])[2H])=O)(O)O ((6-(cyclopropanecarboxamido)-3-((methyl-d3)carbamoyl)pyridazin-4-yl)(2-methoxy-3-(1-methyl-1H-1,2,4-triazol-3-yl)phenyl)amino)methyl dihydrogen phosphate